ClC=1C(=C(C=CC1)NC1=NC=NC2=CC(=C(C=C12)NC(OC)=O)C#CC1(CN(CC1)C)C)F Methyl (4-((3-chloro-2-fluorophenyl)amino)-7-((1,3-dimethylpyrrolidin-3-yl)ethynyl)quinazolin-6-yl)carbamate